tert-butyl (4-((3-bromo-4-(4-(trifluoromethyl)piperidin-1-yl)phenyl)amino)benzyl)carbamate BrC=1C=C(C=CC1N1CCC(CC1)C(F)(F)F)NC1=CC=C(CNC(OC(C)(C)C)=O)C=C1